ClC1=C(C=C(C=C1)C1=CC(=NC=C1)C(=O)C1CC1)C[C@@H](C(=O)NC1=CC=C(C=C1)C1=NN=CN1C)NC(=O)C=1C(=NOC1)C N-[(1S)-1-[[2-chloro-5-[2-(cyclopropanecarbonyl)-4-pyridyl]phenyl]methyl]-2-[4-(4-methyl-1,2,4-triazol-3-yl)anilino]-2-oxo-ethyl]-3-methyl-isoxazole-4-carboxamide